NC=1C=C(C=CC1)[C@H](CNC(OC(C)(C)C)=O)C tert-butyl (R)-(2-(3-aminophenyl)propyl)carbamate